BrCCN(C)C (2-bromoethyl)dimethylamine